1-[[4-[5-(trifluoromethyl)-1,2,4-oxadiazol-3-yl]-2-thienyl]methyl]piperidin-2-one FC(C1=NC(=NO1)C=1C=C(SC1)CN1C(CCCC1)=O)(F)F